C1(=CC=CC=C1)NC(=O)N1C(CCC1)C(=O)N N1-phenylpyrrolidine-1,2-dicarboxamide